C(C)OC(CC(=O)C)=O.[Al] aluminium ethylacetoacetate